4-ethoxy-1-methyl-5-(1-(4-(1-methyl-1H-pyrazol-4-yl)benzyl)-1H-pyrazol-4-yl)pyridin-2(1H)-one C(C)OC1=CC(N(C=C1C=1C=NN(C1)CC1=CC=C(C=C1)C=1C=NN(C1)C)C)=O